2-(1H-imidazol-1-yl)-6-methyl-pyrimidine-4-carboxylic acid methyl ester COC(=O)C1=NC(=NC(=C1)C)N1C=NC=C1